CC=1C(=C2C=NNC2=CC1)C1=NC2=C(N1)C=CC(=C2)C2CN(C2)C(C=C)=O 1-(3-(2-(5-methyl-1H-indazol-4-yl)-1H-benzo[d]imidazol-5-yl)azetidin-1-yl)prop-2-en-1-one